(Z)-(1-((2'-chloro-5-methoxy-[1,1'-biphenyl]-2-yl)sulfonyl)-4-fluoropiperidin-4-yl)(3-(2-(methylsulfonyl)vinyl)azetidin-1-yl)methanone ClC1=C(C=CC=C1)C1=C(C=CC(=C1)OC)S(=O)(=O)N1CCC(CC1)(F)C(=O)N1CC(C1)\C=C/S(=O)(=O)C